C[C@H]1CCC2=C1C=NC=C2C The molecule is a member of the class of cyclopentapyridines that is 6,7-dihydrocyclopenta[c]pyridine bearing two methyl substituents at positions 4 and 7. It has a role as a plant metabolite and a pheromone. It is a cyclopentapyridine and a pyridine alkaloid.